4-chloro-5-(4-(difluoromethoxy)-6-(3,3,3-trifluoro-2-methylpropyl)pyridin-3-yl)-1-ethyl-1H-pyrazole-3-carboxylate ClC=1C(=NN(C1C=1C=NC(=CC1OC(F)F)CC(C(F)(F)F)C)CC)C(=O)[O-]